FCC(CCN1C=2N=C(NC(C2N=C1)=O)N)CO 9-(4-fluoro-3-hydroxymethylbutyl)guanine